O=C1NC(CCC1N1C(C2=CC=C(C=C2C1=O)OCOC(=O)N1CCCC1)=O)=O (((2-(2,6-dioxopiperidin-3-yl)-1,3-dioxoisoindolin-5-yl)oxy)methyl)pyrrolidine-1-carboxylate